N-{2-[(1E)-2-(hydroxycarbamoyl)eth-1-en-1-yl]phenyl}-2-(3-methoxyphenoxy)benzamide ONC(=O)/C=C/C1=C(C=CC=C1)NC(C1=C(C=CC=C1)OC1=CC(=CC=C1)OC)=O